4-(((3s,4s)-1-((5-chloropyridin-2-yl)sulfonyl)-4-hydroxy-4-(2-hydroxypropan-2-yl)pyrrolidin-3-yl)oxy)-2-fluorobenzonitrile ClC=1C=CC(=NC1)S(=O)(=O)N1C[C@@H]([C@@](C1)(C(C)(C)O)O)OC1=CC(=C(C#N)C=C1)F